OCCCNS([O-])(=O)=O.[Na+] Sodium N-(3-hydroxypropyl)sulfamate